C(C(C(CCCCCCCO)O)O)O 1,2,3,10-decanetetraol